CNC(CCC1=CC(=NN1)N1C(CN(CC1)C(=O)OC(C)(C)C)=O)=O tert-butyl 4-[5-[3-(methylamino)-3-oxo-propyl]-1H-pyrazol-3-yl]-3-oxo-piperazine-1-carboxylate